4-(4,4,5,5-tetramethyl-1,3,2-dioxaborolan-2-yl)furan-2-carbaldehyde CC1(OB(OC1(C)C)C=1C=C(OC1)C=O)C